C(C=1C=CC=2NC3=CC=C(C=C3C2C1)C([2H])([2H])[2H])([2H])([2H])[2H] 3,6-bis(methyl-d3)-9H-carbazole